4-amino-1-((2R,4S,5R)-5-(bromomethyl)-5-(((tert-butyldimethylsilyl)oxy)methyl)-4-(trityloxy)tetrahydrofuran-2-yl)-5-fluoropyrimidin-2(1H)-one NC1=NC(N(C=C1F)[C@@H]1O[C@@]([C@H](C1)OC(C1=CC=CC=C1)(C1=CC=CC=C1)C1=CC=CC=C1)(CO[Si](C)(C)C(C)(C)C)CBr)=O